BrCCC(CCBr)C 1,5-dibromo-3-methylpentane